1-octadecyl-2-(6Z,9Z,12Z,15Z-octadecatetraenoyl)-glycero-3-phospho-(1'-sn-glycerol) CCCCCCCCCCCCCCCCCCOC[C@H](COP(=O)(O)OC[C@H](CO)O)OC(=O)CCCC/C=C\C/C=C\C/C=C\C/C=C\CC